(E)-4-(2-(benzyloxy)phenyl)-3-(methoxycarbonyl)-3-butenoic acid C(C1=CC=CC=C1)OC1=C(C=CC=C1)/C=C(\CC(=O)O)/C(=O)OC